methoxyethoxybutyl acrylate C(C=C)(=O)OCCCCOCCOC